[Si](C1=CC=CC=C1)(C1=CC=CC=C1)(C(C)(C)C)OCC1CCC(CC1)O 4-[[Tert-butyl(diphenyl)silyl]oxymethyl]cyclohexanol